C(CCCCCCCCCCCCCCCCCCCCCCC)(=O)O[C@H](CO)COP(=O)(O)OCC[N+](C)(C)C 2-tetracosanoyl-sn-glycero-3-phosphorylcholine